1-(5-(2,6-difluoro-4-(pyrrolidin-1-yl)phenyl)-1,2,4-oxadiazol-3-yl)-2,3-dihydroindole-5-carbaldehyde FC1=C(C(=CC(=C1)N1CCCC1)F)C1=NC(=NO1)N1CCC2=CC(=CC=C12)C=O